C(C=CCCCCCCCCCCCCCC)=O 8E-heptadecenal